6-(4-[[(2R)-2-methylmorpholin-4-yl]methyl]phenyl)-4-[(3S)-piperidin-3-ylamino]pyrido[3,2-d]pyrimidine-8-carboxamide dihydrochloride Cl.Cl.C[C@@H]1CN(CCO1)CC1=CC=C(C=C1)C=1C=C(C=2N=CN=C(C2N1)N[C@@H]1CNCCC1)C(=O)N